[NH4+].CN(C)C trimethylamine, ammonium salt